4-(tert-Butyl)-N-(3-cyclopropylpropyl)-2-methoxy-1H-imidazole-1-carboxamide C(C)(C)(C)C=1N=C(N(C1)C(=O)NCCCC1CC1)OC